CC=1C=C(C=CC1C)N1N=C(CC1=O)C 1-(3,4-dimethylphenyl)-3-methyl-5-oxo-1,5-dihydro-4H-pyrazol